tert-butyl 3-(aminomethyl)-3-(2-ethoxy-2-oxoethyl)azetidine-1-carboxylate NCC1(CN(C1)C(=O)OC(C)(C)C)CC(=O)OCC